2-methyl-pyrazol-3-ol CN1N=CC=C1O